(3R)-3-(4-benzylthio-3-methoxy-phenoxy)piperidine-1-carboxylic acid tert-butyl ester C(C)(C)(C)OC(=O)N1C[C@@H](CCC1)OC1=CC(=C(C=C1)SCC1=CC=CC=C1)OC